C(C)(C)(C)C1=NN=C2C(=CC3=COCC4=C(CN=C3N21)C(=CC=C4)F)C=4CCN(CC4)C(C)=O tert-butyl-4-(1-acetyl-1,2,3,6-tetrahydropyridin-4-yl)-12-fluoro-8,13-dihydro-[1,2,4]triazolo[4',3':1,6]pyrido[3,2-c]benzo[g][1,5]oxazonine